S(=O)(=O)([O-])[O-].[Mn+2] manganous sulfate